(R)-(+)-trans-4-(1-aminoethyl)-N-(4-Pyridyl)cyclohexanecarboxamide dihydrochloride monohydrate C[C@H](C1CCC(CC1)C(=O)NC2=CC=NC=C2)N.O.Cl.Cl